FC=1C=C(C=C2C(=NN(C12)COCC[Si](C)(C)C)CCN1CCCC1)OC 7-fluoro-5-methoxy-3-(2-(pyrrolidin-1-yl)ethyl)-1-((2-(trimethylsilyl)ethoxy)methyl)-1H-indazole